C(C)C1=CC=2C(=NC=CC2N1)OC 2-ethyl-4-methoxy-1H-pyrrolo[3,2-c]pyridine